C(C)(C)(C)OC(=O)N1CCN(CC1)CC1=C(C=C(C=C1)C(F)(F)F)[N+](=O)[O-] 4-(2-nitro-4-(trifluoromethyl)benzyl)piperazine-1-carboxylic acid tert-butyl ester